(R)-1-(1-(1H-pyrazol-3-yl)ethyl)-4-amino-7-chloroquinazolin-2(1H)-one N1N=C(C=C1)[C@@H](C)N1C(N=C(C2=CC=C(C=C12)Cl)N)=O